N[C@@H](CO)C1=NOC(=N1)[C@H](CCC(=O)O)NC(NC1(CC1)C(=O)O)=O (3-((S)-1-(3-((R)-1-amino-2-hydroxyethyl)-1,2,4-oxadiazol-5-yl)-3-carboxypropyl)ureido)cyclopropane-1-carboxylic acid